N1C(=NC2=C1C=CC=C2)[C@@H](N2C(C1=C(C=C(C=C1C=C2)C2=CC=C(C=C2)C2CCN(CC2)C)F)=O)C2=C(C=CC(=C2)F)O 2-[(S)-1H-benzimidazol-2-yl-(5-fluoro-2-hydroxy-phenyl)methyl]-8-fluoro-6-[4-(1-methyl-4-piperidinyl)phenyl]isoquinolin-1-one